[Si](C1=CC=CC=C1)(C1=CC=CC=C1)(C(C)(C)C)OCC1(C(NCC1)=O)C 3-(((tert-butyldiphenylsilyl)oxy)methyl)-3-methylpyrrolidin-2-one